dimethyl 4,4'-dimethoxy-[1,1'-biphenyl]-2,2'-dicarboxylate 2-bromo-5-methoxybenzoate BrC1=C(C(=O)O)C=C(C=C1)OC.COC=1C=C(C(=CC1)C=1C(=CC(=CC1)OC)C(=O)OC)C(=O)OC